(2-hydroxy-2-(4-hydroxyphenyl)ethyl)-5-phenethyloctahydrocyclopenta[c]pyrrol-5-ol OC(CC1NCC2C1CC(C2)(O)CCC2=CC=CC=C2)C2=CC=C(C=C2)O